2-methyl-N-[4-(5-phenyl-1,3,4-oxadiazol-2-yl)phenyl]propanamide CC(C(=O)NC1=CC=C(C=C1)C=1OC(=NN1)C1=CC=CC=C1)C